1-hydroxycyclooct-4-ene-1-carboxylate OC1(CCC=CCCC1)C(=O)[O-]